COC1=CC=C(C=C1)/C=C/C(=O)OC1=C(C=C(C=C1)\C=C\C)OC 2-methoxy-4-((E)-prop-1-en-1-yl)phenyl (E)-3-(4-methoxyphenyl)acrylate